6-bromo-2-chloro-1,8-naphthyridine BrC=1C=C2C=CC(=NC2=NC1)Cl